CS(=O)C=1C=CC=2C3=C(NC2C1)C(NN=C3)=O 7-(methylsulfinyl)-3,5-dihydro-4H-pyridazino[4,5-b]indol-4-one